CN1CCN(CC1)C(CC1=CC(=NC=C1)NC=1SC2=C(N1)C=CC(=C2)C2=CC=NC=C2)=O 1-(4-methylpiperazin-1-yl)-2-(2-((6-(pyridin-4-yl)benzo[d]thiazol-2-yl)-amino)pyridin-4-yl)-ethanone